4-(6,6-dimethyl-7-oxo-7,8-dihydro-6H-pyrimido[5,4-b][1,4]oxazin-4-yl)piperazine CC1(C(NC2=C(O1)C(=NC=N2)N2CCNCC2)=O)C